5-fluoro-3-(piperazin-1-yl)benzo[d]isothiazole FC=1C=CC2=C(C(=NS2)N2CCNCC2)C1